ClC1=C(C=C(C=C1)C1=C2N(CCN(C2=O)C2CC2)C=2C1=NC=CN2)F 10-(4-Chloro-3-fluorophenyl)-8-cyclopropyl-7,8-dihydropyrrolo[1,2-a:4,5-b']dipyrazin-9(6H)-one